[1-(methoxymethyl)cyclopropyl]pyridine COCC1(CC1)C1=NC=CC=C1